dimethyl 2,2'-(thieno[3,2-b]thiophene-2,5-diylbis(2,1-phenylene))diacetate S1C2=C(C=C1C1=C(C=CC=C1)CC(=O)OC)SC(=C2)C2=C(C=CC=C2)CC(=O)OC